γ-Phenyl-γ-butyrolacton C1(=CC=CC=C1)C1CCC(=O)O1